N-[3-(4-Fluorophenyl)-1-ethylazetidin-3-yl]-6-(naphthalen-2-yl)-4-oxo-4,5-dihydropyrazolo[1,5-a]-pyrazine-2-carboxamide formic acid salt C(=O)O.FC1=CC=C(C=C1)C1(CN(C1)CC)NC(=O)C1=NN2C(C(NC(=C2)C2=CC3=CC=CC=C3C=C2)=O)=C1